6-Methyl-3-[[(1R)-1-[6-methyl-4-oxo-2-phenyl-3-(trifluoromethyl)-chromen-8-yl]ethyl]amino]pyridine-2-carboxylic acid CC1=CC=C(C(=N1)C(=O)O)N[C@H](C)C=1C=C(C=C2C(C(=C(OC12)C1=CC=CC=C1)C(F)(F)F)=O)C